C1N(CC12CNC2)CCNC=2SC1=C(N2)C=CC(=C1)Br N-(2-(2,6-diazaspiro[3.3]heptan-2-yl)ethyl)-6-bromobenzo[d]thiazol-2-amine